NC1CCC(CC1)COCCC1CCN(CC1)C(=O)OCC1=CC=CC=C1 Benzyl 4-(2-(((1r,4r)-4-aminocyclohexyl)methoxy)ethyl)piperidine-1-carboxylate